BrC1=CC=C(C=C1)C(=O)C1CN(CC1)CCC(F)F (4-bromophenyl)-[1-(3,3-difluoropropyl)pyrrolidin-3-yl]methanone